5'-amino-4,4-difluoro-1'-methylspiro[cyclohexane-1,3'-indoline]-2'-one NC=1C=C2C3(C(N(C2=CC1)C)=O)CCC(CC3)(F)F